COC([C@@H](NC([C@@H](NC(=O)C=1C=C(C=CC1)C1=CC=C(C=C1)NC(=O)OC(C)(C)C)CO)=O)CO)=O (4'-((tert-butoxycarbonyl)amino)-[1,1'-biphenyl]-3-carbonyl)-L-seryl-L-serine methyl ester